BrC1=C(C(=O)NC=2C(=CC3=C(NC(C(NC3=O)CC(=O)NCOC)=O)C2)OC2=CC(=CC(=C2)C)C)C=C(C(=C1OC([2H])([2H])[2H])OC([2H])([2H])[2H])OC([2H])([2H])[2H] 2-bromo-N-[7-(3,5-dimethylphenoxy)-3-[2-(methoxymethylamino)-2-oxoethyl]-2,5-dioxo-2,3,4,5-tetrahydro-1H-benzo[e][1,4]Diazepin-8-yl]-3,4,5-tris(trideuteromethoxy)benzamide